dimethyl (4-heptyloxy-3-trifluoromethylbenzyl)phosphonate C(CCCCCC)OC1=C(C=C(CP(OC)(OC)=O)C=C1)C(F)(F)F